C1(=CC=CC=C1)[C-]1C(=C(C(=C1C1=CC=CC=C1)C1=CC=CC=C1)C1=CC=CC=C1)C1=CC=CC=C1.C(C)(C)(C)P([C-]1C=CC=C1)C(C)(C)C.[Fe+2] 1,2,3,4,5-pentaphenyl-1'-(ditertbutylphosphino)ferrocene